CC1=C(C2=C(C(=N1)NC)CN(C2)C(CC2CN(C2)C2=CC(=NC=C2)C)=O)C 1-[6,7-dimethyl-4-(methylamino)-1,3-dihydro-2H-pyrrolo[3,4-c]pyridin-2-yl]-2-[1-(2-methylpyridin-4-yl)azetidin-3-yl]ethanone